(R)-4-((3-(1-(5,8-dioxaspiro[3.4]octan-1-yl)-1H-pyrazol-3-yl)-2-methoxyphenyl)amino)-2-((4-(morpholine-4-carbonyl)phenyl)amino)pyrimidine-5-carboxamide [C@H]1(CCC12OCCO2)N2N=C(C=C2)C=2C(=C(C=CC2)NC2=NC(=NC=C2C(=O)N)NC2=CC=C(C=C2)C(=O)N2CCOCC2)OC